C(C)(C)(C)OCC=1OC(=C(N1)C)C(=O)O 2-(tert-butoxymethyl)-4-methyloxazole-5-carboxylic acid